1-(4-vinylbenzyl)-5,5'-nonamethylenebis(1H-tetrazole) C(=C)C1=CC=C(CC(CCCCCCCCC2=NN=NN2)C2=NN=NN2)C=C1